Methyl 2-(3-(6-chloropyridazin-3-yl)ureido)-4-methylthiophene-3-carboxylate ClC1=CC=C(N=N1)NC(NC=1SC=C(C1C(=O)OC)C)=O